(3-oxabicyclo[3.1.0]hex-1-yl)((5s,7s)-7-fluoro-5-phenyl-6,7-dihydro-5H-pyrrolo[1,2-b][1,2,4]triazol-2-yl)methanone C12(COCC2C1)C(=O)C=1N=C2N(N1)[C@@H](C[C@@H]2F)C2=CC=CC=C2